BrC=1C(=CC(=C(C1)NC(=O)NC1=CC(=CC=C1)C(F)(F)F)F)C 1-(5-bromo-2-fluoro-4-methylphenyl)-3-(3-(trifluoromethyl)phenyl)urea